N=1ON=C2C1C=CC(=C2)C2=NOC(=N2)C=2C=CC(=C(C#N)C2)NCCF 5-[3-(2,1,3-benzoxadiazol-5-yl)-1,2,4-oxadiazol-5-yl]-2-[(2-fluoroethyl)amino]benzonitrile